3-amino-6-(3-methylimidazo[1,2-a]pyridin-6-yl)-5-(pyridin-2-yl)-N-((tetrahydrofuran-3-yl)methyl)pyrazine-2-carboxamide NC=1C(=NC(=C(N1)C1=NC=CC=C1)C=1C=CC=2N(C1)C(=CN2)C)C(=O)NCC2COCC2